BrC=1C=C2C(=C(C(N(C2=CC1F)C)=O)C#N)O 6-Bromo-7-fluoro-4-hydroxy-1-methyl-2-oxo-1,2-dihydroquinoline-3-carbonitrile